3,4,6-trichloro-5-(2,6-dichlorophenoxy)-phthalonitrile ClC1=C(C(C#N)=C(C(=C1Cl)OC1=C(C=CC=C1Cl)Cl)Cl)C#N